4-(4-chloro-2,5-difluorophenyl)-3-(3-chlorophenyl)-1-ethyl-5-neopentylpyrrolidine-2-carboxylic acid ClC1=CC(=C(C=C1F)C1C(C(N(C1CC(C)(C)C)CC)C(=O)O)C1=CC(=CC=C1)Cl)F